CC(C)(C)S(=O)/N=C/C1=NC=CC=N1 (E)-2-methyl-N-(pyrimidin-2-ylmethylene)propane-2-sulfinamide